The molecule is an organic nitrate salt obtained by reaction of equimolar amounts of (S)-isoconazole and nitric acid. It contains a (S)-isoconazole(1+). It is an enantiomer of a (R)-isoconazole nitrate. C1=CC(=C(C(=C1)Cl)CO[C@H](CN2C=CN=C2)C3=C(C=C(C=C3)Cl)Cl)Cl.[N+](=O)(O)[O-]